C1(CC1)C1=NC=NC(=C1C1=NN2C(N(C(CC2)=O)CC2=CC=C(C=C2)C=2NC=C(N2)C(F)(F)F)=C1)OC 2-(4-cyclopropyl-6-methoxypyrimidin-5-yl)-4-(4-(4-(trifluoromethyl)-1H-imidazol-2-yl)benzyl)-6,7-dihydropyrazolo[1,5-a]pyrimidin-5(4H)-one